OC1=CC(=C(C=C1/C=C/C(=O)SCCNC(CCNC([C@@H](C(COP(OP(OC[C@@H]1[C@H]([C@H]([C@@H](O1)N1C=NC=2C(N)=NC=NC12)O)OP(=O)(O)O)(=O)O)(=O)O)(C)C)O)=O)=O)OC)O 6-hydroxyferuloyl-coenzyme A